C(C)(C)C1=CC=C(C=C1)C1=CC=C(C=C1)ON1N=NC(=C1)C(=O)O (4'-isopropyl-[1,1'-biphenyl]-4-yl)oxy-1H-1,2,3-triazole-4-carboxylic acid